O=C1NC(CC[C@H]1N1C(C2=CC=CC=C2C1)=O)=O |r| 2-[(3RS)-2,6-dioxopiperidin-3-yl]-1-oxo-2,3-dihydro-1H-isoindol